ClC1=NC(=C2N=CN(C2=N1)[C@@H]1SC[C@H]([C@H]1O)O)NCC1=CC(=CC=C1)Br (2R,3R,4S)-2-(2-chloro-6-(3-bromobenzylamino)-9H-purin-9-yl)tetrahydrothiophene-3,4-diol